5-((2,4-dimethoxybenzyl)amino)-6-(1H-imidazol-1-yl)-N-((1r,4r)-4-methoxycyclohexyl)picolinamide COC1=C(CNC=2C=CC(=NC2N2C=NC=C2)C(=O)NC2CCC(CC2)OC)C=CC(=C1)OC